COC(=O)C=1C=C2C3(C(NC2=CC1)=O)CCC(CC3)O (1s,4s)-4-hydroxy-2'-oxospiro[cyclohexane-1,3'-indole]-5'-carboxylic acid methyl ester